2-[1-[4-[[1-methyl-3-oxo-2-(2-pyridyl)pyrazolo[3,4-d]pyrimidin-6-yl]amino]phenyl]-4-piperidyl]-3H-benzimidazole-4-carboxamide CN1N(C(C=2C1=NC(=NC2)NC2=CC=C(C=C2)N2CCC(CC2)C=2NC1=C(N2)C=CC=C1C(=O)N)=O)C1=NC=CC=C1